Methyl-4-(7-ethoxy-6-methoxy-1-(2-(5-methoxy-1H-indol-3-yl)ethyl)-1,2,3,4-tetrahydroisoquinoline-2-carbonyl)morpholine-2-carboxylate COC(=O)C1CN(CCO1)C(=O)N1C(C2=CC(=C(C=C2CC1)OC)OCC)CCC1=CNC2=CC=C(C=C12)OC